5-Cyano-6-methyl-N-(1-(1-methyl-1H-pyrazol-4-yl)-1H-indazol-6-yl)picolinamide C(#N)C=1C=CC(=NC1C)C(=O)NC1=CC=C2C=NN(C2=C1)C=1C=NN(C1)C